5-(2,4-difluorobenzyl)-N-(6-(5-((4-hydroxy-4-methylpentyl)oxy)-2-methylphenyl)pyrimidin-4-yl)-4H-1,2,4-triazole-3-carboxamide FC1=C(CC=2NC(=NN2)C(=O)NC2=NC=NC(=C2)C2=C(C=CC(=C2)OCCCC(C)(C)O)C)C=CC(=C1)F